Benzylbutyl ether C(C1=CC=CC=C1)OCCCC